C(\C=C\CCCCCC)(=O)OC Methyl (E)-non-2-enoate